1-[2-(morpholin-4-yl)ethyl]-6-oxo-1,6-dihydropyridine-3-carbaldehyde N1(CCOCC1)CCN1C=C(C=CC1=O)C=O